O=C1NC(CCC1N1C(N(C2=C1C=CC(=C2)/C=C/COCCOCC(=O)OC(C)(C)C)C)=O)=O 1-Tert-butyl 2-[2-[(E)-3-[1-(2,6-dioxo-3-piperidyl)-3-methyl-2-oxo-benzimidazol-5-yl]allyloxy] ethoxy]acetate